tert-butyl 7-(4-nitrophenyl)-2,7-diazaspiro[3.5]nonane-2-carboxylate [N+](=O)([O-])C1=CC=C(C=C1)N1CCC2(CN(C2)C(=O)OC(C)(C)C)CC1